OC(C)(C)C=1C=NC(=NC1)N1CCN(CC1)C(=O)O[C@H](CC1=CNC(C(=C1)C(F)(F)F)=O)C (S)-1-(6-Oxo-5-(trifluoromethyl)-1,6-dihydropyridin-3-yl)propan-2-yl 4-(5-(2-hydroxypropan-2-yl)pyrimidin-2-yl)piperazine-1-carboxylate